7-(3-(pyrrolidin-1-yl)propoxy)quinazolin-4-amine N1(CCCC1)CCCOC1=CC=C2C(=NC=NC2=C1)N